propane-1,1,1,3,3,3-d6 [2H]C([2H])([2H])CC([2H])([2H])[2H]